O-ethyl-xanthic acid C(C)OC(=S)S